OC1=CC2=C(C=C(C(O2)=O)C(=O)O)C=C1C1=CC(=CC=C1)OC 7-hydroxy-2-oxo-6-(3-methoxyphenyl)-2H-benzopyran-3-carboxylic acid